C(C)(=O)N1CC2(C1)CC(C2)C(=O)N2CC1N(C(C2)C1)C(\C=C\CN(C)C)=O (E)-1-(3-(2-acetyl-2-azaspiro[3.3]heptane-6-carbonyl)-3,6-diazabicyclo[3.1.1]heptan-6-yl)-4-(dimethylamino)but-2-en-1-one